OCCN1C(=NCC1)CCC [1-(2-hydroxyethyl)-2-imidazolin-2-yl]Propane